1-[2-(3,4-dimethoxyphenyl)ethyl]-3-quinolin-3-ylthiourea COC=1C=C(C=CC1OC)CCNC(=S)NC=1C=NC2=CC=CC=C2C1